t-butyl [(piperidin-4-yl)oxy]acetate N1CCC(CC1)OCC(=O)OC(C)(C)C